O1CC(CC1)C1(N(CCCC1)C=O)C=1NC(=CN1)C1=CC=C(C=C1)C 2-(tetrahydrofuran-3-yl)(2-(5-(p-tolyl)-1H-imidazol-2-yl)piperidin-1-yl)methanone